FC=1C(N(C(N(C1)CC1=CC=C(C=C1)[N+](=O)[O-])=O)CC1=CC=C(C=C1)[N+](=O)[O-])=O 5-fluoro-1,3-bis(4-nitrobenzyl)pyrimidine-2,4(1H,3H)-dione